BrCCCOC=1C=C2CN(CC2=CC1OC)C(=O)OC(C)(C)C tert-butyl 5-(3-bromopropoxy)-6-methoxy-isoindoline-2-carboxylate